(1s,4s)-4-((2-Chloro-5-((1-(2,2-difluorocyclopropyl)-1H-pyrazol-4-yl)ethynyl)pyridin-4-yl)amino)cyclohexan-1-ol ClC1=NC=C(C(=C1)NC1CCC(CC1)O)C#CC=1C=NN(C1)[C@@H]1C(C1)(F)F